heptadecafluorooctanesulfonic acid tetraethylammonium salt C(C)[N+](CC)(CC)CC.FC(C(C(C(C(C(C(C(S(=O)(=O)[O-])(F)F)(F)F)(F)F)(F)F)(F)F)(F)F)(F)F)(F)F